1-(oxetanylimino)-2,3,4,5-tetrahydro-1H-1λ4-benzo[f][1,4]thiazepine O1C(CC1)N=S1CCNCC2=C1C=CC=C2